S1C(=NC=C1)N=NC1=C(C=C(O)C=C1)O 4-(2-thiazolylazo)resorcinol